2-((S)-4-(7-(8-ethylnaphthalen-1-yl)-8-fluoro-2-(((S)-1-methylpyrrolidin-2-yl)methoxy)quinazolin-4-yl)-1-((Z)-2-fluoro-3-(thiazol-2-yl)acryloyl)piperazin-2-yl)acetonitrile C(C)C=1C=CC=C2C=CC=C(C12)C1=CC=C2C(=NC(=NC2=C1F)OC[C@H]1N(CCC1)C)N1C[C@@H](N(CC1)C(/C(=C/C=1SC=CN1)/F)=O)CC#N